1-[1-(2-fluoro-6-methyl-phenyl)-piperidin-4-yl]-7-methyl-3-(2-trifluoromethyl-benzyl)-1,3,6,7-tetrahydro-purin-2-one FC1=C(C(=CC=C1)C)N1CCC(CC1)N1C(N(C=2N=CN(C2C1)C)CC1=C(C=CC=C1)C(F)(F)F)=O